2-((4-(7-(((2S,5R)-5-(Azetidine-1-sulfonamido)tetrahydro-2H-pyran-2-yl)methyl)-2,7-diazaspiro[3.5]nonan-2-yl)pyrimidin-5-yl)oxy)-N-(2-cyanoethyl)-5-fluoro-N-isopropylbenzamide N1(CCC1)S(=O)(=O)N[C@@H]1CC[C@H](OC1)CN1CCC2(CN(C2)C2=NC=NC=C2OC2=C(C(=O)N(C(C)C)CCC#N)C=C(C=C2)F)CC1